C(CCCCCCCCCCC=CCCCCC)N(CC)C1OCOC1 12-octadecen-1-yl-1,3-dioxolan-4-yl-ethylamine